C(C1=CC=CC=C1)SC=1C(=NC=C(C1)Cl)OC(F)F 3-benzylsulfanyl-5-chloro-2-(difluoromethoxy)pyridine